CN[C@@H]1CC[C@@H](C2=CC=CC=C12)C1=CC(=C(C=C1)Cl)C(F)(F)F cis-N-methyl-4-(3-trifluoromethyl-4-chlorophenyl)-1,2,3,4-tetrahydro-1-naphthylamine